C(C)N(C(COC1=C(C=CC(=C1)C)O)=O)CC=1SC=CC1 N-ethyl-2-(2-hydroxy-5-methylphenoxy)-N-(thiophen-2-ylmethyl)acetamide